Tert-butyl N-[2-[4-[[1-[1-(2,6-dioxo-3-piperidyl)-3-methyl-2-oxo-benzimidazol-4-yl]-4-piperidyl]oxy]cyclohexyl]-6-methoxy-indazol-5-yl]carbamate O=C1NC(CCC1N1C(N(C2=C1C=CC=C2N2CCC(CC2)OC2CCC(CC2)N2N=C1C=C(C(=CC1=C2)NC(OC(C)(C)C)=O)OC)C)=O)=O